2,3-dihydro-3,5-dilauroyloxy-6-methyl-4H-pyran-4-one C(CCCCCCCCCCC)(=O)OC1COC(=C(C1=O)OC(CCCCCCCCCCC)=O)C